(6-(2-hydroxy-2-methylpropoxy)-4-(6-(6-((6-methoxypyridin-3-yl)methyl)-3,6-diazabicyclo[3.1.1]heptan-3-yl)pyridin-3-yl)pyrazolo[1,5-a]pyridin-3-yl)dimethylphosphine oxide OC(COC=1C=C(C=2N(C1)N=CC2P(C)(C)=O)C=2C=NC(=CC2)N2CC1N(C(C2)C1)CC=1C=NC(=CC1)OC)(C)C